S=S(CCCC)C=1SSC=CC1 dithiahexenyl-(dithiine)